3-(5-(1-(3,5-difluoro-4-hydroxybenzyl)piperidin-4-yl)-1-oxoisoindolin-2-yl)piperidine-2,6-dione FC=1C=C(CN2CCC(CC2)C=2C=C3CN(C(C3=CC2)=O)C2C(NC(CC2)=O)=O)C=C(C1O)F